(2R,4R)-N-[2-[(4,4-difluorocyclohexyl)amino]-1-(4-methyl-1H-imidazol-5-yl)-2-oxo-ethyl]-4-hydroxy-4-methyl-N-[4-(pentafluoro-λ6-sulfanyl)phenyl]pyrrolidine-2-carboxamide FC1(CCC(CC1)NC(C(C1=C(N=CN1)C)N(C(=O)[C@@H]1NC[C@](C1)(C)O)C1=CC=C(C=C1)S(F)(F)(F)(F)F)=O)F